COC1=NC=C(C(=N1)OC)C=1C=C(C=2N(N1)C=CN2)N2CC(C2)C(C)(C)F 6-(2,4-dimethoxypyrimidin-5-yl)-8-(3-(2-fluoropropan-2-yl)azetidin-1-yl)imidazo[1,2-b]pyridazine